4-((1-((2,4-Dichlorophenyl)sulfonyl)-3-(((2,3-dihydroxypropyl)amino)methyl)azetidin-3-yl)methoxy)-2-fluorobenzonitrile hydrochloride Cl.ClC1=C(C=CC(=C1)Cl)S(=O)(=O)N1CC(C1)(CNCC(CO)O)COC1=CC(=C(C#N)C=C1)F